6-((R)-1-acetyl-3-(trifluoromethyl)pyrrolidin-3-yl)-4-(((R)-1-(3,3-difluoro-2,3-dihydrobenzofuran-7-yl)ethyl)amino)-2-methyl-2,6-dihydropyrido[3,4-d]pyridazine-1,7-dione C(C)(=O)N1C[C@](CC1)(C(F)(F)F)N1C=C2C(=NN(C(C2=CC1=O)=O)C)N[C@H](C)C1=CC=CC=2C(COC21)(F)F